Cl.Cl.CNC(CC)C1=NC=CC=N1 N-methyl-1-(pyrimidin-2-yl)propan-1-amine dihydrochloride